COC1=CC=2N=CN=C(C2N=C1NC(=O)[C@@H]1N([C@@H]2C[C@@H]2C1)C(=O)OC(C)(C)C)C=1C(=NN(C1)C)C1=CC=CC=C1 tert-butyl (1r,3r,5r)-3-((7-methoxy-4-(1-methyl-3-phenyl-1H-pyrazol-4-yl) pyrido[3,2-d]pyrimidin-6-yl) carbamoyl)-2-azabicyclo[3.1.0]hexane-2-carboxylate